[N+](=O)([O-])C=1C=C(N(C2=CC=CC=C2)C2=CC=CC=C2)C=CC1[N+](=O)[O-] 3,4-dinitro-N,N-diphenylaniline